S(=O)(=O)(O)O.C(C)N(SS[Na])C1=CC=CC=C1 ethyl-(phenyl)aminodithiosodium sulfate